O1N=CC=2CN(CCC21)C(=O)N 6,7-dihydroisoxazolo[4,5-c]pyridine-5(4H)-carboxamide